bismethylpiperidylpropane CC(CC)(N1CCCCC1)C